O1COC=C1C1(CC(C(CC1)C(C)C)C(=O)N)C Dioxol-5-yl-3-p-menthanecarboxamide